C(C)C1OC(OC1)(CC(=O)OC[C@@H]1[C@H]([C@H]([C@@H](O1)N1C(=O)NC(=O)C(=C1)C=CC(=O)OC)O)O)C 5-(2-methoxyformylvinyl)uridine Ethyl-2-methyl-1,3-dioxolan-2-acetat